C(C1=CC=CC=C1)N1C(N(SC1=O)C)=O 4-Benzyl-2-methyl-1,2,4-thiadiazolidine-3,5-dione